CC(C)C=1C=C(C=C(C1)C(F)(F)F)CC(=O)O 2-[3-(propan-2-yl)-5-(trifluoromethyl)phenyl]acetic acid